C(C)(C)(C)OC(=O)NCCC(=O)NC=1C=C(C(=O)O)C=CC1 3-(3-((tert-butoxycarbonyl)amino)propanamido)benzoic acid